zirconium tri(acetoacetate) C(CC(=O)C)(=O)[O-].C(CC(=O)C)(=O)[O-].C(CC(=O)C)(=O)[O-].[Zr+3]